O(CCC)N(C1=C(C=CC=C1CC)CC)CC N-propoxyl-ethyl-2,6-diethylaniline